1,2-Dicarbonyl-1,2-Diaminoethane C(=O)=C(C(N)=C=O)N